N1C(=CC2=CC=CC=C12)C(C#CC=1SC=CC1)(O)C1=CC=CC=C1 1-(1H-indol-2-yl)-1-phenyl-3-(thiophen-2-yl)-prop-2-yn-1-ol